FC1CN(C1)C(CN1N=CC2=NC=C(C=C21)C2=CC=C(C=C2)F)=O 1-(3-Fluoroazetidin-1-yl)-2-[6-(4-fluorophenyl)pyrazolo[4,3-b]pyridin-1-yl]ethanone